(2S,4R)-4-hydroxy-N-[(1S)-1-[4-(4-methyl-1,3-thiazol-5-yl)phenyl]ethyl]-1-[(2S)-3-methyl-2-[4-(pyridin-2-yl)-1H-pyrazol-1-yl]butanoyl]pyrrolidine-2-carboxamide O[C@@H]1C[C@H](N(C1)C([C@H](C(C)C)N1N=CC(=C1)C1=NC=CC=C1)=O)C(=O)N[C@@H](C)C1=CC=C(C=C1)C1=C(N=CS1)C